FC=1C=C(C=C(C1)F)[C@@H](C)NC=1C=C2C(=NNC2=CC1)\C=C\C=1C=NN(C1)CC (R,E)-N-(1-(3,5-difluorophenyl)ethyl)-3-(2-(1-ethyl-1H-pyrazol-4-yl)vinyl)-1H-indazol-5-amine